O=C1C2=CC(=CC=C2C=2C=CC(=CC12)S(=O)(=O)NC1=CC=NC=C1)S(=O)(=O)NC1=CC=NC=C1 9-oxo-N2,N7-di(pyridin-4-yl)-9H-fluorene-2,7-disulfonamide